C(C)(C)C1=C(C(=CC=C1)C(C)C)N(C(C)(/C(/C)=N/CCCCCCCC)C)[Hf](C)(C)C (E)-((2,6-diisopropylphenyl)(2-methyl-3-(octylimino)butan-2-yl)amino)trimethyl-hafnium